C1=C(C=CC=2CCCCC12)C(C)=O 1-(5,6,7,8-tetrahydro-2-naphthyl)ethan-1-one